NC=1C(=C(C(=C(C(=O)NC=2C=C(C=CC2N2CCN(CC2)C)N2N=NC(=C2)C(=O)O[C@H](C(=O)OCC)C)C1)Cl)C)F (S)-1-ethoxy-1-oxopropan-2-yl 1-(3-(5-amino-2-chloro-4-fluoro-3-methylbenzamido)-4-(4-methylpiperazin-1-yl)phenyl)-1H-1,2,3-triazole-4-carboxylate